O[C@@H](CN=C=S)C=C 2(R)-hydroxybut-3-enyl isothiocyanate